C1CCC12CCN(CC2)C2=C(C(=O)N)C=CC=C2 2-(7-azaspiro[3.5]nonan-7-yl)benzamide